ClC=1C=C(C=CC1F)N(C(=O)[C@H]1N(CCC1)C1=NC(=CC(=C1)C(F)(F)F)C)CCCN1CCNCC1 (S)-N-(3-chloro-4-fluorophenyl)-1-(6-methyl-4-(trifluoromethyl)pyridin-2-yl)-N-(3-(piperazin-1-yl)propyl)pyrrolidine-2-carboxamide